C1(=CC=CC=C1)C1=C2NC(=C1)C=C1C=CC(=N1)C(=C1C=CC(N1)=C(C=1C=CC(N1)=C2C2=CC=CC=C2)C2=CC=CC=C2)C2=CC=CC=C2 phenyl-10,15,20-triphenylporphyrin